tert-butyl (E)-3-((3-butyl-5-(4-fluorophenyl)-2-(4-methoxybenzyl)-7-(methylthio)-1,1-dioxido-2,3,4,5-tetrahydro-1,2,5-benzothiadiazepin-8-yl)oxy)acrylate C(CCC)C1N(S(C2=C(N(C1)C1=CC=C(C=C1)F)C=C(C(=C2)O/C=C/C(=O)OC(C)(C)C)SC)(=O)=O)CC2=CC=C(C=C2)OC